2-Chloro-5-[3-(2,2-difluoroethyl)-2-methylimidazo[4,5-b]pyridin-5-yl]-N-methylpyrrolo[2,1-f][1,2,4]triazin-4-amine ClC1=NN2C(C(=N1)NC)=C(C=C2)C2=CC=C1C(=N2)N(C(=N1)C)CC(F)F